C1(CCCCC1)(C1=CC2=CC=CC=C2C=C1)[2H] 2-(cyclohexyl-d)naphthalene